benzopyrene C1=CC=C2C=CC=3C=CC=C4C5=C(C1=C2C43)C=CC=C5